tert-butyl (10-((2S,3S)-1-methyl-5-oxo-2-(pyridin-3-yl) pyrrolidine-3-carboxamido)decyl)carbamate CN1[C@@H]([C@H](CC1=O)C(=O)NCCCCCCCCCCNC(OC(C)(C)C)=O)C=1C=NC=CC1